FC1=CC(=C(C=C1)C1=NC=C(C=N1)CCN)OC=1N(N=C(C1)C1=NC=CC=C1)C 2-[2-[4-fluoro-2-(2-methyl-5-pyridin-2-ylpyrazol-3-yl)oxyphenyl]pyrimidin-5-yl]ethylamine